FC1(OC2=C(O1)C=CC(=C2)C2(CC2)C(=O)NC=2C=C1C=C(N(C1=CC2F)C[C@H](CO)O)C(CO)(C)C)F 1-(2,2-difluoro-2H-1,3-benzodioxol-5-yl)-N-{1-[(2R)-2,3-dihydroxypropyl]-6-fluoro-2-(1-hydroxy-2-methylpropan-2-yl)-1H-indol-5-yl}cyclopropane-1-carboxamide